F[C@@H]1[C@@H](CNC1)NC(OC(C)(C)C)=O tert-butyl ((3R,4S)-4-fluoropyrrolidin-3-yl)carbamate